FC1=C(N(C2=NC=C(C=C21)C(=O)NC=2C(=NC=C(C2)NC(CN2[C@H](CCC2)C)=O)C)COCC[Si](C)(C)C)C=2C=NN(C2)C (S)-3-fluoro-2-(1-methyl-1H-pyrazol-4-yl)-N-(2-methyl-5-(2-(2-methylpyrrolidin-1-yl)acetamido)pyridin-3-yl)-1-((2-(trimethylsilyl)ethoxy)methyl)-1H-pyrrolo[2,3-b]pyridine-5-carboxamide